O[C@H]1CN(C[C@H]1C(NCCCCCCCCCCCCCC)=O)C(=O)C1=CC=C(C(=O)N2C[C@H]([C@@H](C2)C(=O)N[C@@H]2[C@H](C2)C2=CC=CC=C2)C(=O)N[C@@H]2[C@H](C2)C2=CC=CC=C2)C=C1 (3S,4S)-1-(4-((3R,4R)-3-hydroxy-4-(tetradecylcarbamoyl)pyrrolidine-1-carbonyl)benzoyl)-N3,N4-bis((1S,2R)-2-phenylcyclopropyl)pyrrolidine-3,4-dicarboxamide